8-(3-Methyl-2-oxo-1,3-benzoxazol-6-yl)-7-oxo-N-(4-phenylbutyl)-2-oxa-5,8-diazaspiro[3.5]nonane-5-carboxamide CN1C(OC2=C1C=CC(=C2)N2C(CN(C1(COC1)C2)C(=O)NCCCCC2=CC=CC=C2)=O)=O